2-(((1R,6S)-6-(6-((4-cyano-2-fluorobenzyl)oxy)pyridin-2-yl)-3-azabicyclo[4.1.0]heptan-3-yl)methyl)-1-((1-ethyl-1H-imidazol-5-yl)methyl)-1H-benzo[d]imidazole-6-carboxylic acid C(#N)C1=CC(=C(COC2=CC=CC(=N2)[C@]23CCN(C[C@@H]3C2)CC2=NC3=C(N2CC2=CN=CN2CC)C=C(C=C3)C(=O)O)C=C1)F